tert-butyl (6-(6-chloro-1-((2-(trimethylsilyl)ethoxy)methyl)-1H-pyrrolo[2,3-b]pyridin-3-yl)pyridin-2-yl)carbamate ClC1=CC=C2C(=N1)N(C=C2C2=CC=CC(=N2)NC(OC(C)(C)C)=O)COCC[Si](C)(C)C